ClC1=CC=C(C=N1)NC1=NC=CC2=CC(=CC=C12)OCC1(COCC1)C#N 3-(((1-((6-chloropyridin-3-yl)amino)isoquinolin-6-yl)oxy)methyl)tetrahydrofuran-3-carbonitrile